4-Chloro-N6-[[6-(5,6,7,8-tetrahydroimidazo[1,2-a]pyridin-7-ylmethylamino)-3-pyridyl]methyl]isoquinoline-1,6-diamine ClC1=CN=C(C2=CC=C(C=C12)NCC=1C=NC(=CC1)NCC1CC=2N(CC1)C=CN2)N